BrC=1C(=CC(=NC1)Cl)CCO[Si](C1=CC=CC=C1)(C1=CC=CC=C1)C(C)(C)C 5-bromo-4-(2-((tert-butyldiphenylsilyl)oxy)ethyl)-2-chloropyridine